C(COCCCCOCCCCOCCCCOCC(=O)N)(=O)N 3,8,13,18-tetraoxaeicosanediamide